lithium cobalt oxide Lithium nickel [Ni].[Li].[Co]=O.[Li]